N[C@H]1C[C@H](CC1)C(=O)O (1S,3R)-3-(amino)cyclopentanecarboxylic acid